N1-ethyl-N3-methyl-N3-((1-((2-(trimethylsilyl)ethoxy)methyl)-1H-imidazol-5-yl)methyl)benzene-1,3-diamine C(C)NC1=CC(=CC=C1)N(CC1=CN=CN1COCC[Si](C)(C)C)C